C1(CC1)[C@]1(C(N(C[C@H]1C)C1=NC(=CC2=C1SC=N2)C=2C=NN(C2)C)=O)C#N (3R,4S)-3-cyclopropyl-4-methyl-1-(6-(1-methyl-1H-pyrazol-4-yl)thiazolo[5,4-c]pyridin-4-yl)-2-oxopyrrolidine-3-carbonitrile